(rac)-[4-[2-(4-amino-1-methyl-2-oxabicyclo[2.1.1]hexan-3-yl)-3H-imidazo[4,5-b]pyridin-7-yl]-1-piperidyl]-[2-amino-4-(trifluoromethoxy)phenyl]methanone NC12[C@@H](OC(C1)(C2)C)C2=NC=1C(=NC=CC1C1CCN(CC1)C(=O)C1=C(C=C(C=C1)OC(F)(F)F)N)N2 |r|